2,3,5,6-tetrabromobenzoquinone BrC=1C(C(=C(C(C1Br)=O)Br)Br)=O